CCCCC(CCCC)C1=CC(=NC=C1)C1=NC=CC(=C1)C(CCCC)CCCC 4,4'-di(5-nonyl)-2,2'-bipyridine